C1CC12CCN(CC2)C=2C=C(N)C=CC2 3-(6-azaspiro[2.5]oct-6-yl)aniline